Methyl N6-(4-(4-bromophenyl)butanoyl)-L-lysinate BrC1=CC=C(C=C1)CCCC(=O)NCCCC[C@H](N)C(=O)OC